N-[6-[4-fluoro-4-(hydroxymethyl)-1-piperidyl]-2,2-dimethyl-3H-furo[2,3-b]pyridin-5-yl]pyrazolo[1,5-a]pyrimidine-3-carboxamide FC1(CCN(CC1)C1=C(C=C2C(=N1)OC(C2)(C)C)NC(=O)C=2C=NN1C2N=CC=C1)CO